CC1=C(C(N(C(=C1)C)C1=CC=C(C=C1)C(F)(F)F)=O)C#N 4,6-dimethyl-2-oxo-1-(4-(trifluoromethyl)phenyl)-1,2-dihydropyridine-3-carbonitrile